C(CCCCCCCCCCCCCCC)(=O)OCC(COC(CCCCCCCCCCCCCCC)=O)OC(C(CC=O)C)=O 2-((2-Methyl-4-oxobutanoyl)oxy)propane-1,3-diyl dipalmitate